CC(C)(C)[S@@](=O)N=C(C)C1=CC=CC=2C=3N(C(=NC12)N1CCCCC1)C=NN3 (R)-2-methyl-N-(1-(5-(piperidin-1-yl)-[1,2,4]triazolo[4,3-c]quinazolin-7-yl)ethylidene)propane-2-sulfinamide